2-(1-(3-hydroxypropyl)-1H-pyrazol-4-yl)-1H-pyrrole OCCCN1N=CC(=C1)C=1NC=CC1